4-((1S,2S)-2-(6-(2,4-dimethoxypyrimidin-5-yl)imidazo[1,2-b]pyridazin-8-yl)cyclopropyl)-2-(trifluoromethyl)benzonitrile COC1=NC=C(C(=N1)OC)C=1C=C(C=2N(N1)C=CN2)[C@@H]2[C@H](C2)C2=CC(=C(C#N)C=C2)C(F)(F)F